4-Chloro-6-(ethyl(isopropyl)amino)-N-(4-(hydroxycarbamoyl)phenyl)picolinamide ClC1=CC(=NC(=C1)N(C(C)C)CC)C(=O)NC1=CC=C(C=C1)C(NO)=O